4-((3aS,4R,6aR)-4-((2-((S)-2-amino-4-methylpentanoyloxy)ethoxy)carbonyl)octahydropyrrolo[2,3-c]pyrrol-4-yl)butylboronic acid N[C@H](C(=O)OCCOC(=O)[C@]1([C@@H]2[C@H](CN1)NCC2)CCCCB(O)O)CC(C)C